[N-](S(=O)(=O)C(F)(F)F)S(=O)(=O)C(F)(F)F.C(C=C)N1CN(C=C1)C 1-allyl-3-methylimidazole bistrifluoromethanesulfonimide salt